[4-[[3-(2-chloro-3-fluoro-4-methoxy-phenyl)imidazo[1,2-a]pyrazin-8-yl]amino]-2-methyl-phenyl]-[4-[(3S,4R)-3-hydroxypiperidine-4-carbonyl]piperazin-1-yl]methanone formate C(=O)O.ClC1=C(C=CC(=C1F)OC)C1=CN=C2N1C=CN=C2NC2=CC(=C(C=C2)C(=O)N2CCN(CC2)C(=O)[C@H]2[C@@H](CNCC2)O)C